3-propoxytitanium CCCO[Ti]